C1(=CC=CC=C1)C=1NC2=C(C=C(C=C2C1)COCCNCCO)NC1CCOCC1 2-((2-((2-phenyl-7-((tetrahydro-2H-pyran-4-yl)amino)-1H-indol-5-yl)methoxy)ethyl)amino)ethan-1-ol